FC1=C(C=CC(=C1)OC)C1=NOC(=C1)NC1=NC(=NC=C1)N1C2CC(CC1CC2)C 3-(2-fluoro-4-methoxyphenyl)-N-(2-(3-methyl-8-azabicyclo[3.2.1]oct-8-yl)pyrimidin-4-yl)isoxazol-5-amine